NC1CCN(CC1)C=1C(=CN=C2C=CC(=NC12)C=1C=C(C(=O)N)C=C(C1)F)C1=CC(=CC(=C1)C)F 3-[8-(4-Aminopiperidin-1-yl)-7-(3-fluoro-5-methylphenyl)-1,5-naphthyridin-2-yl]-5-fluorobenzamid